[5-(2,4-difluorophenyl)isoxazol-3-yl]-[7-(1,5-dimethylpyrazol-4-yl)-6,7-dihydro-4H-thiadiazolo[4,5-c]pyridin-5-yl]methanone FC1=C(C=CC(=C1)F)C1=CC(=NO1)C(=O)N1CC2=C(C(C1)C=1C=NN(C1C)C)SN=N2